CC1=C(OC2=C1N=C(N=C2N2CCOCC2)N2N=C(C=C2)C2=CC=CC=C2)C2=CC=NC=C2 7-methyl-4-morpholino-2-(3-phenylpyrazol-1-yl)-6-(4-pyridyl)furo[3,2-d]pyrimidine